C(C)OC(CC#N)=O.CC1=C(C(NC=2CCCCC12)=O)C#N 4-Methyl-2-oxo-1,2,5,6,7,8-hexahydro-quinoline-3-carbonitrile Ethyl-cyanoacetate